(S)-2-cyanomethylpiperazine-1-carboxylic acid benzyl ester hydrochloride Cl.C(C1=CC=CC=C1)OC(=O)N1[C@H](CNCC1)CC#N